9,9-bis(4-hydroxyphenyl)-4,5-diphenylfluorene OC1=CC=C(C=C1)C1(C2=CC=CC(=C2C=2C(=CC=CC12)C1=CC=CC=C1)C1=CC=CC=C1)C1=CC=C(C=C1)O